N1=CN=C2NC=NC2=C1N1CCSC(=C1)C=1C=NC=CC1 4-(9H-purin-6-yl)-6-(pyridin-3-yl)-3,4-dihydro-2H-1,4-thiazine